FC=1C=C(C=CC1C(C)C)C(C1=CC=CC=2N(C(NC21)=O)C)NC(=O)C2C(CCC2)C(=O)O 2-({[3-fluoro-4-(propan-2-yl)phenyl](1-methyl-2-oxo-2,3-dihydro-1H-1,3-benzodiazol-4-yl)methyl}carbamoyl)cyclopentane-1-carboxylic acid